tert-butyl 6-(6-methylpyridin-2-yl)-8-{1H-pyrazolo[3,4-b]pyridin-5-yl}-2H,3H,4H-pyrido[3,2-b][1,4]oxazine-4-carboxylate CC1=CC=CC(=N1)C=1C=C(C=2OCCN(C2N1)C(=O)OC(C)(C)C)C=1C=C2C(=NC1)NN=C2